[Ir+3].C1(=CC=CC=C1)C1=NC(=C(N=C1C1=CC=CC=C1)C1=CC=CC=C1)C(C(C=O)(C)CC)(C(C=O)(C)CC)C1=C(N=C(C(=N1)C1=CC=CC=C1)C1=CC=CC=C1)C1=CC=CC=C1 Bis(2,3,5-triphenylpyrazinyl)(di-t-pentanoylmethane) iridium (III)